BrC1=CC(=C(C(=O)OC)C=C1F)OC=C methyl 4-bromo-5-fluoro-2-(vinyloxy)benzoate